2-amino-N-(2-fluoro-4-(1-(4-fluorophenyl)-6-methyl-2-oxo-1,2-dihydropyridine-3-carboxamiDo)phenyl)-5-(1-methyl-1H-pyrazol-4-yl)nicotinamide NC1=C(C(=O)NC2=C(C=C(C=C2)NC(=O)C=2C(N(C(=CC2)C)C2=CC=C(C=C2)F)=O)F)C=C(C=N1)C=1C=NN(C1)C